3-((3-((8-(4-cyanophenyl)-2,3-dihydro-4H-pyrido[4,3-b][1,4]oxazine-4-yl)sulfonyl)azetidin-1-yl)methyl)benzonitrile C(#N)C1=CC=C(C=C1)C1=CN=CC2=C1OCCN2S(=O)(=O)C2CN(C2)CC=2C=C(C#N)C=CC2